Thiocarbamic acid O-methyl ester COC(N)=S